2,2-difluoro-spiro[2.5]octan-6-one FC1(CC12CCC(CC2)=O)F